N-(2-methoxycyclobutyl)-7-(methylamino)pyrazolo[1,5-a]pyrimidine-3-carboxamide COC1C(CC1)NC(=O)C=1C=NN2C1N=CC=C2NC